1,3,5-Tris(3,5-di-tert-butyl-4-hydroxybenzyl)-1,3,5-triazinane C(C)(C)(C)C=1C=C(CN2CN(CN(C2)CC2=CC(=C(C(=C2)C(C)(C)C)O)C(C)(C)C)CC2=CC(=C(C(=C2)C(C)(C)C)O)C(C)(C)C)C=C(C1O)C(C)(C)C